(3,4-xylyl)phenylphosphine oxide C1(=CC(=C(C=C1)C)C)P(C1=CC=CC=C1)=O